1-(5-(5-((1r,4r)-4-Formylcyclohexyl)-1,3,4-thiadiazol-2-yl)-4-(methylamino)pyridin-2-yl)-1H-pyrrolo[2,3-b]pyridine-5-Nitrile C(=O)C1CCC(CC1)C1=NN=C(S1)C=1C(=CC(=NC1)N1C=CC=2C1=NC=C(C2)C#N)NC